fluoro-N,1-dimethyl-N-(6-((1-(trifluoromethyl)cyclopropyl)ethynyl)pyrazin-2-yl)-[1,2,4]triazolo[4,3-a]quinazolin-5-amine FC1=C2C(=NC=3N(C2=CC=C1)C(=NN3)C)N(C3=NC(=CN=C3)C#CC3(CC3)C(F)(F)F)C